(E)-N-(4-(1-(6-(4-(4-(3-((2-(2,6-dioxopiperidin-3-yl)-1,3-dioxoisoindolin-4-yl)thio)propyl)piperazin-1-yl)piperidin-1-yl)nicotinoyl)piperidin-4-yl)butyl)-3-(pyridin-3-yl)acrylamide O=C1NC(CCC1N1C(C2=CC=CC(=C2C1=O)SCCCN1CCN(CC1)C1CCN(CC1)C1=NC=C(C(=O)N2CCC(CC2)CCCCNC(\C=C\C=2C=NC=CC2)=O)C=C1)=O)=O